tert-butyl [(Z,E)-1-[1-(6-hydroxy-7-oxo-1,6-diazabicyclo[3.2.1]oct-3-en-3-yl)pyrazol-4-yl]ethylideneamino] carbonate C(OC(C)(C)C)(O\N=C(\C)/C=1C=NN(C1)C=1CN2C(N(C(C1)C2)O)=O)=O